O1C(OCC1)C=1C=C(N)C=CC1 3-(1,3-dioxolane-2-yl)aniline